2-amino-N-((S)-1-(((2-amino-1H-benzo[d]imidazol-6-yl)methyl)amino)-1-oxopropan-2-yl)-4-phenylbutyramide di-trifluoroacetate salt FC(C(=O)O)(F)F.FC(C(=O)O)(F)F.NC(C(=O)N[C@H](C(=O)NCC=1C=CC2=C(NC(=N2)N)C1)C)CCC1=CC=CC=C1